(1R)-2,2-Difluorocyclopropyl-carboxylic acid FC1([C@H](C1)C(=O)O)F